(S)-4-[[3-(3,4-difluoro-2-methoxy-phenyl)-4,5,5-trimethyl-tetrahydrofuran-2-carbonyl]amino]pyridine-2-carboxamide FC=1C(=C(C=CC1F)C1[C@H](OC(C1C)(C)C)C(=O)NC1=CC(=NC=C1)C(=O)N)OC